ClC1=C(C(=CC=C1F)Cl)C1(CCOC=2C=C(C=CC2)C2=NC=C(C=N2)N)CC=CC=C1 2-{3-[1-(2,6-dichloro-3-fluorophenyl)phenethyloxy]phenyl}pyrimidin-5-amine